L-β-homomethionine N[C@@H](CCSC)CC(=O)O